(R)-N-((4-cyano-3-fluoro-2,6-diisopropyl-phenyl)carbamoyl)-2-(1,2-dihydroxypropan-2-yl)-thiazole-5-sulfonimidamide C(#N)C1=C(C(=C(C(=C1)C(C)C)NC(=O)N[S@](=O)(=N)C1=CN=C(S1)C(CO)(C)O)C(C)C)F